N=1N2C(=CC1NC(OC(C)(C)C)=O)CCC2 tert-butyl (5,6-dihydro-4H-pyrrolo[1,2-b]pyrazol-2-yl)carbamate